CC1=C(C(=CC=C1)C)C1=NC(=NC(=C1)OC1=CC=C(C=C1)C1C(CNCC1)F)NS(=O)(=O)C=1C=NN(C1)C N-[4-(2,6-Dimethylphenyl)-6-[4-(3-fluoro-4-piperidyl)phenoxy]pyrimidin-2-yl]-1-methyl-pyrazole-4-sulfonamide